dihydronaphtho[2,1-a]acridine C1C=2C=CC=3C(=CC=C4N=C5C=CC=CC5=CC34)C2C=CC1